OCC(CO)(C)S(=O)(=O)C1(CC1)CN1C(C2=C(CC1)C(=NN2C)C(=O)N)=O 6-((1-((1,3-dihydroxy-2-methylpropan-2-yl)sulfonyl)cyclopropyl)methyl)-1-methyl-7-oxo-4,5,6,7-tetrahydro-1H-pyrazolo[3,4-c]pyridine-3-carboxamide